FC1=CC(=C(C=C1)\C=1\CCCC2=C(\C1\C1=CC=C(C=C1)C=C1CN(CC1)CCCF)C=CC(=C2)C(=O)O)C(F)(F)F (Z)-8-(4-fluoro-2-(trifluoromethyl)phenyl)-9-(4-((1-(3-fluoropropyl)pyrrolidin-3-ylidene)methyl)phenyl)-6,7-dihydro-5H-benzo[7]annulene-3-carboxylic acid